4,4-bisethylene disulfate S1(=O)(=O)OCCOS(=O)(=O)OCCO1